tert-butyl 3'-morpholino-8-azaspiro[bicyclo[3.2.1]octane-3,1'-cyclobutane]-8-carboxylate tert-Butyl-3'-morpholino-8-azaspiro[bicyclo[3.2.1]octane-3,1'-cyclobutane]-8-carboxylate C(C)(C)(C)OC(=O)N1C2CC3(CC(C3)N3CCOCC3)CC1CC2.O2CCN(CC2)C2CC1(C2)CC2CCC(C1)N2C(=O)OC(C)(C)C